ClC1=NC=CN=C1OC1=NC=C(C=C1)C(F)(F)F 2-chloro-3-((5-(trifluoromethyl)pyridin-2-yl)oxy)pyrazine